2-(1H-pyrazol-4-yl)-N-(3-(pyridin-2-yl)-1-(tetrahydro-2H-pyran-4-yl)-1H-pyrazol-4-yl)oxazole-4-carboxamide N1N=CC(=C1)C=1OC=C(N1)C(=O)NC=1C(=NN(C1)C1CCOCC1)C1=NC=CC=C1